C(C1=CC=CC=C1)OC1=NC(=CC=C1C1=NN(C2=C(C=CC=C12)NCCC1CN(CCC1)C(=O)OC(C)(C)C)C)OCC1=CC=CC=C1 tert-butyl 3-(2-((3-(2,6-bis(benzyloxy)pyridin-3-yl)-1-methyl-1H-indazol-7-yl)amino)ethyl)piperidine-1-carboxylate